6-bromo-N-[3-chloro-4-(difluoromethoxy)-2-fluoro-phenyl]-5-fluoro-quinazolin-4-amine BrC=1C(=C2C(=NC=NC2=CC1)NC1=C(C(=C(C=C1)OC(F)F)Cl)F)F